C1(CC1)S(=O)(=O)N1N=CC(=C1)C1=NC=CC(=N1)NC1=NC=C(C(=C1)NC1CC(CC1)(F)F)C1=NN(C=C1)C(F)F N2-(2-(1-(Cyclopropylsulfonyl)-1H-pyrazol-4-yl)pyrimidin-4-yl)-N4-(3,3-difluorocyclopentyl)-5-(1-(difluoromethyl)-1H-pyrazol-3-yl)pyridine-2,4-diamine